5-(1-acetyl-1,2,3,6-tetrahydropyridin-4-yl)-2-methoxy-N-(5-oxo-5,6,7,8-tetrahydro-1,6-naphthyridin-3-yl)benzenesulfonamide C(C)(=O)N1CCC(=CC1)C=1C=CC(=C(C1)S(=O)(=O)NC=1C=NC=2CCNC(C2C1)=O)OC